8,8-dimethyl-5,6,7,8-tetrahydro-[1,2,4]triazolo[4,3-a]pyridine CC1(C=2N(CCC1)C=NN2)C